C(CC=C)OC1=C(C=CC=C1)C1CCC(CC1)OC[C@@H]1N(CCC[C@@H]1NS(=O)(=O)C)C(=O)OC(C)(C)C tert-butyl (2R,3S)-2-((((1s,4S)-4-(2-(but-3-en-1-yloxy)phenyl)cyclohexyl)oxy)methyl)-3-(methylsulfonamido)piperidine-1-carboxylate